C(#N)C(C)C1=CC=C(C=C1)C1(COCC1)NC(OC(C)(C)C)=O (±)-tert-butyl N-[3-[4-(1-cyanoethyl)phenyl]tetrahydrofuran-3-yl]carbamate